C(C)C1C(CC(CC1)N)N 1-ethyl-2,4-cyclohexanediamine